ClC1=C(C(=C(C=C1OC)OC)Cl)C1=CC2=C(N=C(N=C2)N[C@H]2[C@H](COC2)NC(C=C)=O)C(=N1)NCC=1C=NN(C1)CCO N-((3R,4S)-4-((6-(2,6-dichloro-3,5-di-methoxyphenyl)-8-(((1-(2-hydroxy-ethyl)-1H-pyrazol-4-yl)methyl)amino)pyrido[3,4-d]pyrimidin-2-yl)amino)tetrahydrofuran-3-yl)acrylamide